2,3-dimethylsuccinate CC(C(=O)[O-])C(C(=O)[O-])C